2-(4-Amino-4-phenylpiperidin-1-yl)-5-(2-methylbenzo[d]thiazol-6-yl)-7H-pyrrolo[2,3-d]pyrimidine-4-formamide NC1(CCN(CC1)C=1N=C(C2=C(N1)NC=C2C2=CC1=C(N=C(S1)C)C=C2)C(=O)N)C2=CC=CC=C2